C(C)(C)(C)OC(=O)NC1CCC(CC1)N1CCN(CC1)C(=O)OCC1=CC=CC=C1 benzyl 4-[4-(tert-butoxycarbonylamino)cyclohexyl]piperazine-1-carboxylate